1-[4-({4-[(3S,4S)-3,4-difluoropyrrolidin-1-yl]-5-(trifluoromethyl)pyrimidin-2-yl}Amino)-3-ethoxyphenyl]piperidin-3-ol F[C@H]1CN(C[C@@H]1F)C1=NC(=NC=C1C(F)(F)F)NC1=C(C=C(C=C1)N1CC(CCC1)O)OCC